COC=1N(C(N(N1)C=1N(N=C2C=CC=CC12)C=1C=NC=CC1)=O)C 5-methoxy-4-methyl-2-(2-(pyridin-3-yl)-2H-indazol-yl)-2,4-dihydro-3H-1,2,4-triazol-3-one